FC1=CC=C(C=C1)N1N=C(C(=N1)CC1=CC(=NC=C1)C(F)(F)F)C 4-[[2-(4-fluorophenyl)-5-methyl-2H-1,2,3-triazol-4-yl]methyl]-2-(trifluoromethyl)pyridine